C(C1=CC=CC=C1)OC=1C(=NC(=CC1)C)C(=O)C1N(CCC1)C(=O)C1=C(C(=CC=C1)F)O (2-(3-(benzyloxy)-6-methylpyridinoyl)pyrrolidin-1-yl)(3-fluoro-2-hydroxyphenyl)methanone